6-Chloro-3-((4-hydroxy-1-(1-methylcyclopropanecarbonyl)piperidin-4-yl)methyl)-7-methyl-3H-pyrrolo[2,3-d]pyrimidin-4(7H)-one ClC1=CC2=C(N=CN(C2=O)CC2(CCN(CC2)C(=O)C2(CC2)C)O)N1C